Thioglucose gold [Au].S=C[C@H](O)[C@@H](O)[C@H](O)[C@H](O)CO